1-heptadecanoyl-2-pentadecanoyl-glycero-3-phosphoserine C(CCCCCCCCCCCCCCCC)(=O)OCC(OC(CCCCCCCCCCCCCC)=O)COP(=O)(O)OC[C@H](N)C(=O)O